C(C1=CC=CC=C1)(C1=CC=CC=C1)(C1=CC=CC=C1)OC[C@@H]1[C@H]([C@H]([C@@H](O1)O)O)O (2R,3R,4S,5R)-5-((trityloxy)methyl)tetrahydrofuran-2,3,4-triol